C(C)(C)(C)OC(=O)NS(=O)(=O)NCCCC1CN(C1)C(=O)OC(C)(C)C tert-butyl 3-(3-(N-(tert-butoxycarbonyl)sulfamoylamino)propyl)azetidine-1-carboxylate